N(=[N+]=[N-])C(CO)C=1C=CC2=C(C1)OCC=1N=CSC12 2-Azido-2-(4H-chromeno[3,4-d]thiazol-7-yl)ethan-1-ol